cis-N-(benzo[d]thiazol-5-yl)-1-(benzo[d]thiazol-6-ylsulfonyl)-3-methylpiperidine-4-carboxamide S1C=NC2=C1C=CC(=C2)NC(=O)[C@@H]2[C@@H](CN(CC2)S(=O)(=O)C2=CC1=C(N=CS1)C=C2)C